N-((S)-3-(benzyloxy)-1,1-difluoropropan-2-yl)-2-methylpropan-2-sulfinamide C(C1=CC=CC=C1)OC[C@@H](C(F)F)NS(=O)C(C)(C)C